[4-(2-fluoro-4-trifluoromethyl-phenyl)-3-hydroxy-tetrahydro-pyran-4-yl]-carbamic acid tert-butyl ester C(C)(C)(C)OC(NC1(C(COCC1)O)C1=C(C=C(C=C1)C(F)(F)F)F)=O